tert-butyl (S)-2-((((9H-fluoren-9-yl)methoxy)carbonyl)amino)-3-(5-cyanopyrazin-2-yl)propanoate C1=CC=CC=2C3=CC=CC=C3C(C12)COC(=O)N[C@H](C(=O)OC(C)(C)C)CC1=NC=C(N=C1)C#N